C(C)(C)(C)OC(=O)N[C@H](C(=O)N1N[C@@H](CCC1)C(=O)OC)[C@H](N1CC2(COC2)C1)C=1OC=C(N1)I methyl (S)-1-((2S,3S)-2-((tert-butoxycarbonyl)amino)-3-(4-iodooxazol-2-yl)-3-(2-oxa-6-azaspiro[3.3]heptan-6-yl)propanoyl)hexahydropyridazine-3-carboxylate